(4-((4-amino-2-(hydroxymethyl)-1H-imidazo[4,5-c]quinolin-1-yl)methyl)phenyl)-6-(2,5-dioxo-2,5-dihydro-1H-pyrrol-1-yl)hexanamide NC1=NC=2C=CC=CC2C2=C1N=C(N2CC2=CC=C(C=C2)C(C(=O)N)CCCCN2C(C=CC2=O)=O)CO